COC1=CC2=C(CC(O2)(C)C)C=C1 6-Methoxy-2,2-dimethyl-2,3-dihydrobenzofuran